tert-butyl (1R,2R,5S)-3-(4-methoxybenzyl)-2-methyl-3,8-diazabicyclo[3.2.1]octane-8-carboxylate COC1=CC=C(CN2[C@@H]([C@H]3CC[C@@H](C2)N3C(=O)OC(C)(C)C)C)C=C1